BrC1=CC=C2C(=CN(C2=C1)COCC[Si](C)(C)C)C1=NC(=NC=C1C(F)(F)F)Cl [6-bromo-3-[2-chloro-5-(trifluoromethyl)pyrimidin-4-yl]indol-1-yl]methoxyethyl-trimethyl-silane